(2S)-1-{2-[(2-Ethoxy-1,3-thiazol-5-yl)sulfonyl]-2H,4H,5H,6H-pyrrolo[3,4-c]pyrazol-5-yl}-3-hydroxy-2-phenylpropan C(C)OC=1SC(=CN1)S(=O)(=O)N1N=C2C(=C1)CN(C2)C[C@@H](CO)C2=CC=CC=C2